N-(2-methyl-5-(piperazin-1-ylmethyl)phenyl)benzamide CC1=C(C=C(C=C1)CN1CCNCC1)NC(C1=CC=CC=C1)=O